C(C)N(CCOC(=O)OC)CCOC(=O)OC N-ethyl-bis[2-(methoxycarbonyloxy)ethyl]amine